[Na].C(C=C)(=O)OCC(C)O 1-acryloxy-2-hydroxypropane sodium